2-(1H-pyrrole-1-carbonyl)anthracene N1(C=CC=C1)C(=O)C1=CC2=CC3=CC=CC=C3C=C2C=C1